5-oxo-5,6-dihydrobenzo[b]pyrido[4,3-f][1,4]thiazepine-8-carboxylic acid 11,11-dioxide O=C1NC2=C(S(C3=C1C=CN=C3)(=O)=O)C=CC(=C2)C(=O)O